(1-cyclopropyl-2-methoxyethenyl)cyclopropane C1(CC1)C(=COC)C1CC1